2-(2-(2-(2-Chloro-phenyl)propan-2-yl)-1-(3,3'-difluoro-4'-hydroxy-methyl-5'-(methylsulfonyl)biphenyl-4-yl)-1H-imidazol-4-yl)-propan-2-ol ClC1=C(C=CC=C1)C(C)(C)C=1N(C=C(N1)C(C)(C)O)C1=C(C(=C(C=C1)C1=CC(=C(C(=C1)S(=O)(=O)C)O)F)C)F